NC=1C=C(C(=C2CCC(C(C12)=O)(CO)N=[N+]=[N-])C)F 8-Amino-2-azido-6-fluoro-2-(hydroxymethyl)-5-methyl-3,4-dihydronaphthalen-1(2H)-one